1-methyl-1-(3-phenylpropyl)guanidine CN(C(=N)N)CCCC1=CC=CC=C1